COC1=C(C=CC(=C1)C(F)(F)F)C1=C2C(=C(N=N1)N[C@H]1CN(CCC1)C)N(N=C2)C 4-[2-methoxy-4-(trifluoromethyl)phenyl]-1-methyl-N-[(3R)-1-methyl-3-piperidyl]pyrazolo[3,4-d]pyridazin-7-amine